1-(6-chloropyridin-2-yl)-6-(2-methyl-1-oxo-1,2,3,4-tetrahydroisoquinolin-7-yl)-7-oxo-4,5,6,7-tetrahydro-1H-pyrazolo[3,4-c]pyridine-3-carboxylic acid ClC1=CC=CC(=N1)N1N=C(C2=C1C(N(CC2)C2=CC=C1CCN(C(C1=C2)=O)C)=O)C(=O)O